ClC1=CC(=C(NC=2C(=C(C=NC2)CC2=C(C(=NC=C2)NS(NC)(=O)=O)OC)C)C=C1)F 4-[[5-(4-chloro-2-fluoro-anilino)-4-methyl-3-pyridinyl]methyl]-3-methoxy-N-(methylsulfamoyl)pyridin-2-amine